C1(=CC=CC=C1)C1CCN(C(O1)=O)C12CC(C1)(C2)C2=CC=NC=C2 6-phenyl-3-(3-(pyridin-4-yl)bicyclo[1.1.1]pentan-1-yl)-1,3-oxazinan-2-one